(S)-2-((R)-tert-butylsulfinyl)-1-(4-chlorophenyl)-2-azaspiro[3.3]heptane C(C)(C)(C)[S@@](=O)N1[C@H](C2(C1)CCC2)C2=CC=C(C=C2)Cl